(R)-N-(1-(3-amino-5-(trifluoromethyl)phenyl)ethyl)-2-methyl-6-(1-methyl-1,2,3,6-tetrahydropyridin-4-yl)-8,9-dihydro-7H-cyclopenta[h]quinazolin-4-amine NC=1C=C(C=C(C1)C(F)(F)F)[C@@H](C)NC1=NC(=NC2=C3C(=C(C=C12)C=1CCN(CC1)C)CCC3)C